alpha-Ketophenylalanine C1=CC=C(C=C1)CC(=O)C(=O)O